4-chloro-2-(2-methyl-2H-tetrazol-5-yl)benzonitrile ClC1=CC(=C(C#N)C=C1)C=1N=NN(N1)C